NC=1C2=C(N(C(N1)=O)[C@@H]1COCCC1)N=C(C=C2)C2CC2 4-amino-7-cyclopropyl-1-[(3S)-oxa-cyclohexan-3-yl]pyrido[2,3-d]pyrimidin-2-one